C(N)(OC(COC1=C(C(=NC=C1)Cl)F)CC(C)(C)C)=O tert-butyl-(1-((2-chloro-3-fluoropyridin-4-yl) oxy) propan-2-yl) carbamate